7-bromo-4-cyclopropyl-6-fluoroquinoline BrC1=C(C=C2C(=CC=NC2=C1)C1CC1)F